N-((5-(2-((4-(trifluoromethyl)phenyl)amino)phenyl)-1,3,4-oxadiazol-2-yl)methyl)acrylamide FC(C1=CC=C(C=C1)NC1=C(C=CC=C1)C1=NN=C(O1)CNC(C=C)=O)(F)F